FC=1C=C2C=C(N(C2=CC1)C(=O)OC(C)(C)C)C=1C=NC(=CC1)N1CCOCC1 tert-Butyl 5-fluoro-2-(6-morpholinopyridin-3-yl)-1H-indole-1-carboxylate